ClC=1C=C(C=CC1)N1CCN(CC1)CC[C@@H]1OC(C2(C1)CCN(CC2)C(C(C)(C)N(C)C)=O)=O (R)-3-(2-(4-(3-chlorophenyl)piperazin-1-yl)ethyl)-8-(2-(dimethylamino)-2-methylpropanoyl)-2-oxa-8-azaspiro[4.5]Decan-1-one